methyl laurate (methyl dodecanate) CC(C(=O)O)CCCCCCCCCC.C(CCCCCCCCCCC)(=O)OC